(S)-2-amino-2-(4-(ethylsulfonyl)phenyl)ethanol N[C@H](CO)C1=CC=C(C=C1)S(=O)(=O)CC